isopropyL-1H-indole C(C)(C)N1C=CC2=CC=CC=C12